nonylphenyl-ethylene glycol acrylate C(C=C)(=O)O.C(CCCCCCCC)C(CO)(C1=CC=CC=C1)O